O[N-]C1=CC=NC=C1 N-hydroxy(4-pyridyl)amide